3,5-Bis(2-Pyridinylmethylidene)-4-Piperidone N1=C(C=CC=C1)C=C1CNCC(C1=O)=CC1=NC=CC=C1